3-[3-(5-benzylpyrimidin-2-yl)azetidin-1-yl]-6-(1-methyl-1H-pyrazol-4-yl)pyrazolo[1,5-a]pyridine C(C1=CC=CC=C1)C=1C=NC(=NC1)C1CN(C1)C=1C=NN2C1C=CC(=C2)C=2C=NN(C2)C